N1C=NC2=C1C=CC(=C2)N2C(OC[C@@H]2C2=C(C(=C(C=C2)N2CC(CC2)(F)F)F)F)=O (S)-3-(1H-benzo[d]imidazol-5-yl)-4-(4-(3,3-difluoropyrrolidin-1-yl)-2,3-difluorophenyl)-oxazolidin-2-one